Cl.C(C)(C)S[C@@H]1C[C@H](NC1)C(=O)OC methyl (2S,4R)-4-(isopropylthio)pyrrolidine-2-carboxylate hydrochloride